C(CC)S(=O)OC methyl propanesulfinate